ClC=1C=C2C(=NC=NC2=CC1OC1=CC=CC=C1)N1CCN(CC1)C(C=C)=O 1-(4-(6-chloro-7-phenoxyquinazolin-4-yl)piperazin-1-yl)prop-2-en-1-one